C1(CCCCC1)C=1C=CC(=NC1)CN(C(OC(C)(C)C)=O)C1=CC(=CC=C1)C(F)F tert-butyl ((5-cyclohexylpyridin-2-yl)methyl)(3-(difluoromethyl)phenyl)carbamate